4-bromo-2-(dimethylphosphoryl)benzonitrile BrC1=CC(=C(C#N)C=C1)P(=O)(C)C